2-chloro-4,9-diphenyl-1,10-phenanthroline ClC1=NC2=C3N=C(C=CC3=CC=C2C(=C1)C1=CC=CC=C1)C1=CC=CC=C1